NC=1SC(=CN1)C(O)C1=CC(=CC=C1)F (2-aminothiazol-5-yl)(3-fluorophenyl)methanol